tert-butyl 4-(4-(4-chloro-1-methyl-2-(4-(methylsulfonyl)phenyl)-1H-benzo[d]imidazol-6-yl)phenyl)piperazine-1-carboxylate ClC1=CC(=CC=2N(C(=NC21)C2=CC=C(C=C2)S(=O)(=O)C)C)C2=CC=C(C=C2)N2CCN(CC2)C(=O)OC(C)(C)C